3-((5-chloropyridin-3-yl)oxy)benzaldehyde ClC=1C=C(C=NC1)OC=1C=C(C=O)C=CC1